FC=1C=C(C=C(C1)C1=CC=NC=C1)C1=NC2=CC(=NC=C2C=C1)CNC(C1=CC(=C(C=C1)C)S(=O)(=O)C)=O N-((2-(3-fluoro-5-(pyridin-4-yl)phenyl)-1,6-naphthyridin-7-yl)methyl)-4-methyl-3-(methylsulfonyl)benzamide